O(P([O-])(=O)OP(=O)([O-])[O-])C1[C@H](O)[C@H](O)[C@H](O1)CO ribosyl 1-pyrophosphate